3-[2-(pyridin-2-yl)-5H,6H,7H-cyclopenta[d]pyrimidin-4-yl]-2,3,4,5-tetrahydro-1H-3-benzazepine N1=C(C=CC=C1)C=1N=C(C2=C(N1)CCC2)N2CCC1=C(CC2)C=CC=C1